NC=1C(=NC2=C(C(=C(C=C2C1N([C@H]1[C@H]2CN([C@@H]1C2)C(=O)OC(C)(C)C)C(=O)OC(C)(C)C)CCC#N)C2=C(C(=CC=C2)Cl)Cl)F)SC tert-butyl (1R,4R,5S)-5-((3-amino-6-(2-cyanoethyl)-7-(2,3-dichlorophenyl)-8-fluoro-2-(methylthio)quinolin-4-yl)(tert-butoxycarbonyl)amino)-2-azabicyclo[2.1.1]hexane-2-carboxylate